((bis(benzyloxy)phosphoryl)oxy)methyl (S)-(1-hydroxypropan-2-yl)(methyl)carbamate OC[C@H](C)N(C(OCOP(=O)(OCC1=CC=CC=C1)OCC1=CC=CC=C1)=O)C